1-(5-aminopentyl)-1H-pyrrole-2,5-dione trifluoroacetate salt FC(C(=O)O)(F)F.NCCCCCN1C(C=CC1=O)=O